4-(((3S,4R)-1-((5-chloropyridin-2-yl)sulfonyl)-4-hydroxy-4-((R)-1-hydroxybutyl)pyrrolidin-3-yl)oxy)-2-fluorobenzonitrile ClC=1C=CC(=NC1)S(=O)(=O)N1C[C@@H]([C@@](C1)([C@@H](CCC)O)O)OC1=CC(=C(C#N)C=C1)F